tert-butyl N-[2-(4-{2-[(4-{[6-(5-chloro-2-fluorophenyl)pyridazin-4-yl]amino}quinolin-7-yl)oxy]ethyl}piperazin-1-yl)ethyl]carbamate ClC=1C=CC(=C(C1)C1=CC(=CN=N1)NC1=CC=NC2=CC(=CC=C12)OCCN1CCN(CC1)CCNC(OC(C)(C)C)=O)F